5-[3-[(1R)-1-[2-(2,2-difluoropropoxy)-4-pyridyl]-2,2-difluoro-ethoxy]-1-methyl-pyrazolo[3,4-c]pyridazin-5-yl]-1H-pyrimidine-2,4-dione FC(COC1=NC=CC(=C1)[C@H](C(F)F)OC1=NN(C2=NN=C(C=C21)C=2C(NC(NC2)=O)=O)C)(C)F